1-(4-bromophenyl)azetidin-2-one BrC1=CC=C(C=C1)N1C(CC1)=O